OC1=C(C(=CC(=C1)O)OC)C(CC(C)C1=CC=CC=C1)=O 1-(2,4-dihydroxy-6-methoxyphenyl)-3-phenylbutan-1-one